ClC1=C(CN2C=3N(C4=CC=CC=C4C2=O)C=C(N3)C(=O)NC3=CC=CC=C3)C=CC=C1 4-(2-chlorobenzyl)-5-oxo-N-phenyl-4,5-dihydroimidazo[1,2-a]quinazoline-2-carboxamide